2-chloro-7-fluoro-4H-pyrido[1,2-a]pyrimidin-4-one ClC=1N=C2N(C(C1)=O)C=C(C=C2)F